N-((R)-1-methoxypropan-2-yl)-8-(4-(trifluoromethyl)cyclohex-1-en-1-yl)quinoline-3-carboxamide COC[C@@H](C)NC(=O)C=1C=NC2=C(C=CC=C2C1)C1=CCC(CC1)C(F)(F)F